[6-[(3-methylsulfonylphenyl)methyl]-2-azaspiro[3.3]heptan-2-yl]-[(3S)-3-(1H-1,2,4-triazol-5-yl)pyrrolidin-1-yl]methanone CS(=O)(=O)C=1C=C(C=CC1)CC1CC2(CN(C2)C(=O)N2C[C@H](CC2)C2=NC=NN2)C1